N-(4-(4-bromophenyl)thiazol-2-yl)-4-fluoro-2-((4-methylphenyl)sulfonamido)benzamide BrC1=CC=C(C=C1)C=1N=C(SC1)NC(C1=C(C=C(C=C1)F)NS(=O)(=O)C1=CC=C(C=C1)C)=O